rac-3-bromo-N-(2-bromo-4-chloro-6-{[(1R)-1-cyclopropylethyl]carbamoyl}phenyl)-1-(3-chloropyridin-2-yl)-1H-pyrazole-5-carboxamide BrC1=NN(C(=C1)C(=O)NC1=C(C=C(C=C1C(N[C@H](C)C1CC1)=O)Cl)Br)C1=NC=CC=C1Cl |r|